CC=1C=C2CN(CC2=CC1C)C1=CC=C(C=C1)C(C=CC1=CC=C(C=C1)O)=O 1-[4-(5,6-Dimethyl-1,3-dihydroisoindol-2-yl)phenyl]-3-(4-hydroxyphenyl)prop-2-en-1-one